P(=O)(O[N+]1(CCC(CC1)C=1C=C2C(=C(NC2=CC1)C=1C(=C(C=2N(C1)N=CN2)C)C)C(C)C)CC(=O)N)(OC)OC(C)(C)C (1-(2-Amino-2-oxoethyl)-4-(2-(7,8-dimethyl-[1,2,4]triazolo[1,5-a]pyridin-6-yl)-3-isopropyl-1H-indol-5-yl)piperidin-1-ium-1-yl) methyl tert-butyl phosphate